C(C)C1(CC=CC(C1CC=CC)C)C 1-[6-ethyl-2,6-dimethyl-3-cyclohexene-1-yl]-2-butene